N[C@H]1[C@@H]2N(C[C@H]1CC2)C(=O)C2=CC1=C(N(C(=N1)C=1N(C3=CC(=CC=C3C1)C1=CC(=C(C=C1F)O)F)CC1CC1)C)C(=C2)OC 4-(2-{5-[(1R,4R,7R)-7-amino-2-azabicyclo[2.2.1]heptane-2-carbonyl]-7-methoxy-1-methyl-1H-1,3-benzodiazol-2-yl}-1-(cyclopropylmethyl)-1H-indol-6-yl)-2,5-difluorophenol